potassium tetrafluorooxalate phosphate P(=O)([O-])(O)O.C(C(=O)O)(=O)F.C(C(=O)O)(=O)F.C(C(=O)O)(=O)F.C(C(=O)O)(=O)F.[K+]